dimethoxy-N,N'-dimethyl-malonamide COC(C(=O)NC)(C(=O)NC)OC